(R)-6-fluoro-3-methyl-7-((3-((6-(methylcarbamoyl)pyridin-3-yl)amino)pyrrolidin-1-yl)methyl)pyrazolo[1,5-a]quinoxalin-4(5H)-one FC1=C2NC(C=3N(C2=CC=C1CN1C[C@@H](CC1)NC=1C=NC(=CC1)C(NC)=O)N=CC3C)=O